trans-methyl 4-[[5-fluoro-4-[3-(2-oxo-1-pyridyl)phenyl]pyrimidin-2-yl]amino]cyclohexanecarboxylate FC=1C(=NC(=NC1)N[C@@H]1CC[C@H](CC1)C(=O)OC)C1=CC(=CC=C1)N1C(C=CC=C1)=O